C1(OC(C(F)(F)O1)(F)F)=O 1,1,2,2-tetrafluoro-ethylene carbonate